NC1=NC=NN2C1=C(C(=N2)C2=CC=C(C=C2)NC(C(=C)F)=O)C2=CC(=C(C(=O)N)C=C2)OC 4-(4-amino-6-(4-(2-fluoroacrylamido)phenyl)pyrazolo[5,1-f][1,2,4]triazin-5-yl)-2-methoxybenzamide